2-((3-(3,5-difluoro-4-(pyridin-2-yloxy)phenyl)-1,2,4-oxadiazol-5-yl)methyl)acrylic acid FC=1C=C(C=C(C1OC1=NC=CC=C1)F)C1=NOC(=N1)CC(C(=O)O)=C